O=C1CC(C1)(C(=O)OC(C)C)C(=O)OC(C)C Diisopropyl 3-oxocyclobutane-1,1-dicarboxylate